3-(4-methylphenyl)propenenitrile CC1=CC=C(C=C1)C=CC#N